FC(C(CC#N)=O)(C(C)(C)C)F 4,4-Difluoro-5,5-dimethyl-3-oxo-hexanenitrile